C1(CC1)C(=O)C=1N=C2N(N1)[C@@H](C[C@@H]2F)C2=C(C=CC(=C2)F)F cyclopropyl-[(5S,7S)-5-(2,5-difluorophenyl)-7-fluoro-6,7-dihydro-5H-pyrrolo[1,2-b][1,2,4]triazol-2-yl]methanone